(R)-3-amino-piperidine-2,6-dione hydrochloride Cl.N[C@H]1C(NC(CC1)=O)=O